3-(2,3,4,6-tetra-O-acetyl-beta-D-glucopyranosyl)-5-methylisoxazole C(C)(=O)O[C@H]1[C@@H](O[C@@H]([C@H]([C@@H]1OC(C)=O)OC(C)=O)COC(C)=O)C1=NOC(=C1)C